tert-butyl (3S)-3-[[8-carbamoyl-6-(4-[6-oxa-3-azabicyclo[3.1.1]heptan-3-ylmethyl] phenyl) pyrido[3,2-d]pyrimidin-4-yl]amino]piperidine-1-carboxylate C(N)(=O)C1=CC(=NC2=C1N=CN=C2N[C@@H]2CN(CCC2)C(=O)OC(C)(C)C)C2=CC=C(C=C2)CN2CC1OC(C2)C1